4-(2-((6-chloro-2,3-dihydrobenzofuran-5-yl)amino)-7-methyl-8-oxo-7,8-dihydro-9H-purin-9-yl)bicyclo[2.2.2]octane-1-carbonitrile ClC1=CC2=C(CCO2)C=C1NC1=NC=C2N(C(N(C2=N1)C12CCC(CC1)(CC2)C#N)=O)C